CC(COCCCNCCCC=1NC=CN1)CCC N-(3-(2-methylpent-1-yloxy)propyl)-3-(imidazolyl)propan-1-amine